5-(3,4-Difluoro-2-methoxy-phenoxy)-4-(4,4,5,5-tetramethyl-1,3,2-dioxaborolan-2-yl)-2-(trifluoromethyl)pyridine FC=1C(=C(OC=2C(=CC(=NC2)C(F)(F)F)B2OC(C(O2)(C)C)(C)C)C=CC1F)OC